N1N=C(N=C1)C1=CC=CC=C1CC(=O)CC1=CC=CC=C1C1=NNC=N1 1,2,4-triazolebenzyl ketone